3-isopropoxy-4-difluoromethoxy-styrene C(C)(C)OC=1C=C(C=C)C=CC1OC(F)F